6-bromo-N-(3-methoxy-4-(4-(2-methoxyethyl)piperazin-1-yl)phenyl)-[1,2,4]triazolo[1,5-a]pyrazin-8-amine BrC=1N=C(C=2N(C1)N=CN2)NC2=CC(=C(C=C2)N2CCN(CC2)CCOC)OC